FC1=CC=CC(=C1)OC 2-fluoro-4-methoxybenzene